(E)-N-(4-(1-(4-(1-(3-((2-(2,6-dioxopiperidin-3-yl)-1,3-dioxoisoindolin-4-yl)amino)propanoyl)piperidin-4-yl)benzoyl)piperidin-4-yl)butyl)-3-(pyridin-3-yl)acrylamide O=C1NC(CCC1N1C(C2=CC=CC(=C2C1=O)NCCC(=O)N1CCC(CC1)C1=CC=C(C(=O)N2CCC(CC2)CCCCNC(\C=C\C=2C=NC=CC2)=O)C=C1)=O)=O